ClC1=NC=C(C(=N1)NCC1=CC(=CC=C1)[N+](=O)[O-])CNC1=CC(=CC(=C1)OC)OC 2-chloro-5-(((3,5-dimethoxyphenyl)amino)methyl)-N-(3-nitrobenzyl)pyrimidin-4-amine